COC1=C(C=C2C(=NC=NC2=C1)O)O 7-methoxyquinazoline-4,6-diol